CN1C(C(=C(C2=CC(=C(C=C12)O[C@H]1COCC1)C(=C)C(F)(F)F)N1CCC(CC1)C=1OC2=C(N1)C=C(C=C2)C)C#N)=O |r| (rac)-1-methyl-4-[4-(5-methyl-1,3-benzoxazol-2-yl)piperidin-1-yl]-2-oxo-7-[(oxolan-3-yl)oxy]-6-(3,3,3-trifluoroprop-1-en-2-yl)-1,2-dihydroquinoline-3-carbonitrile